Cl.O=C1NC(CCC1C=1C=C(C=CC1)NC(C)=O)=O N-(3-(2,6-dioxopiperidin-3-yl)phenyl)acetamide hydrochloride